1-(3-Chloro-4-fluoro-phenyl)-3-[4-(3-dimethylamino-propoxy)-3-(2-methyl-2H-pyrazol-3-yl)-phenyl]-urea ClC=1C=C(C=CC1F)NC(=O)NC1=CC(=C(C=C1)OCCCN(C)C)C=1N(N=CC1)C